dibromo-5'-(4-bromophenyl)-1,1':3',1''-terphenyl BrC=1C(=C(C=CC1)C1=CC(=CC(=C1)C1=CC=C(C=C1)Br)C1=CC=CC=C1)Br